ClC1=C2C(=NC=C1C=1C=C(C=CC1)N1C(CN(CC1)CCCN1CCN(CC1)C=1C=C3C(N(C(C3=CC1F)=O)C1C(NC(CC1)=O)=O)=O)=O)NC=C2C2CC2 5-(4-(3-(4-(3-(4-chloro-3-cyclopropyl-1H-pyrrolo[2,3-b]pyridin-5-yl)phenyl)-3-oxopiperazin-1-yl)propyl)piperazin-1-yl)-2-(2,6-dioxopiperidin-3-yl)-6-fluoroisoindoline-1,3-dione